CC1=CC(=NC(=C1C(F)(F)F)C1C(CC=2C(=NC(=NC2C1)OC[C@H]1N(CCC1)C)N1CCNCC1)C)N 4-methyl-6-[6-methyl-2-[[(2S)-1-methylpyrrolidin-2-yl]methoxy]-4-piperazin-1-yl-5,6,7,8-tetrahydroquinazolin-7-yl]-5-(trifluoromethyl)pyridin-2-amine